(S)-N-(3-((5-amino-6-methylpyrazin-2-yl)ethynyl)-4-methylphenyl)-5-(4-methylpiperazin-1-yl)-5,6,7,8-tetrahydronaphthalene-2-carboxamide NC=1N=CC(=NC1C)C#CC=1C=C(C=CC1C)NC(=O)C1=CC=2CCC[C@@H](C2C=C1)N1CCN(CC1)C